2,6-dichloro-3-(quinazolin-2-ylamino)benzoic acid ClC1=C(C(=O)O)C(=CC=C1NC1=NC2=CC=CC=C2C=N1)Cl